2-(7-(((1r,2r)-2-hydroxycyclohexyl)amino)-1-methyl-1H-pyrrolo[2,3-d]pyridazin-4-yl)-5-(trifluoromethyl)pyridin-3-ol O[C@H]1[C@@H](CCCC1)NC=1N=NC(=C2C1N(C=C2)C)C2=NC=C(C=C2O)C(F)(F)F